N1C=NC=C1CN1CCC(CC1)C=1C=C2C(=C(NC2=CC1)C1=CC(=NC=C1)N)C(C)C 4-(5-(1-((1H-imidazol-5-yl)methyl)piperidin-4-yl)-3-isopropyl-1H-indol-2-yl)pyridin-2-amine